N-[(1S)-2-[[1-[1-(1-cyclopropyltetrazol-5-yl)-3,3-difluoro-propyl]pyrazol-4-yl]amino]-1-(4,4-difluorocyclohexyl)-2-oxo-ethyl]-4-methyl-1,2,5-oxadiazole-3-carboxamide C1(CC1)N1N=NN=C1C(CC(F)F)N1N=CC(=C1)NC([C@H](C1CCC(CC1)(F)F)NC(=O)C1=NON=C1C)=O